N-(3-bromo-4-fluorophenyl)-2-(methylsulfonyl)-6-(piperazin-1-yl)pyrimid-4-amine BrC=1C=C(C=CC1F)NC1=NC(=NC(=C1)N1CCNCC1)S(=O)(=O)C